C1(=CC=CC=C1)C=1SS(CN1)=O 3-phenyl-1,2,4-dithiazoline-S-one